CON(C(C(=C)C)=O)CC1=CC=C(C=C1)C1=NOC(=N1)C(F)(F)F N-methoxy-2-methyl-N-[[4-[5-(trifluoromethyl)-1,2,4-oxadiazol-3-yl]phenyl]methyl]prop-2-enamide